(R)-3-([1,1'-biphenyl]-4-yl)-2-aminopropionic acid C1(=CC=C(C=C1)C[C@H](C(=O)O)N)C1=CC=CC=C1